FC(C1=NN=C(O1)C=1C=CC(=NC1)CN1C(C2=CC(=CC=C2C(C1=O)(C)C)N1CCN(CC1)CC(F)(F)F)=O)F 2-((5-(5-(difluoromethyl)-1,3,4-oxadiazole-2-yl)pyridine-2-yl)methyl)-4,4-dimethyl-7-(4-(2,2,2-trifluoroethyl)piperazine-1-yl)isoquinoline-1,3(2H,4H)-dione